FC=1C=C(C=NC1)C1=NC=C(C(=N1)C(F)(F)F)NCCC 2-(5-fluoro-3-pyridinyl)-N-propyl-4-(trifluoromethyl)pyrimidin-5-amine